COC1=C(C=CC(=C1)C)C(NC(=O)C=1C(NC(=CC1)C(F)(F)F)=O)C1=CC=CC=C1 N-((2-methoxy-4-methylphenyl)(phenyl)methyl)-2-oxo-6-(trifluoromethyl)-1,2-dihydropyridine-3-carboxamide